((S)-3-(naphthalen-1-yl)-2-oleamidopropionyl)-leucyl-valine C1(=CC=CC2=CC=CC=C12)C[C@@H](C(=O)N[C@@H](CC(C)C)C(=O)N[C@@H](C(C)C)C(=O)O)NC(CCCCCCC\C=C/CCCCCCCC)=O